C1(CCC1)C(=C)C1=CC=C(N(C)C)C=C1 4-(1-cyclobutylvinyl)-N,N-dimethylaniline